trans-2-((tert-butoxycarbonyl)amino)cyclobutane-1-carboxylic acid C(C)(C)(C)OC(=O)N[C@H]1[C@@H](CC1)C(=O)O